(2-bromo-4-chloro-6-nitrophenyl)(3-methoxy-2-oxopropyl)carbamic acid tert-butyl ester C(C)(C)(C)OC(N(CC(COC)=O)C1=C(C=C(C=C1[N+](=O)[O-])Cl)Br)=O